S1C=NC2=C1C=CC=C2COC2=CC=CC(=N2)C2CCN(CC2)CC2=NC1=C(N2CCOC)C=C(C=C1)C(=O)O 2-((4-(6-(benzo[d]thiazol-4-ylmethoxy)pyridin-2-yl)piperidin-1-yl)methyl)-1-(2-methoxyethyl)-1H-benzo[d]imidazole-6-carboxylic acid